CN1N=NC(=C1NC(O[C@H](C)C=1C(=NC=C(C1)F)F)=O)C1=NC=C(C=C1)C(NC1=CC=C(C=C1)C=1OC(=NN1)C)=O (R)-1-(2,5-difluoro-pyridin-3-yl)ethyl (1-methyl-4-(5-((4-(5-methyl-1,3,4-oxadiazol-2-yl)phenyl)-carbamoyl)-pyridin-2-yl)-1H-1,2,3-triazol-5-yl)carbamate